3-fluorophenyl-piperidin FC=1C=C(C=CC1)N1CCCCC1